5-ethynyl-6-fluoro-4-(8-fluoro-2-(((3s,4aS,7aR)-3-fluoro-1-methyloctahydro-4aH-cyclopenta[b]pyridin-4a-yl)methoxy)-4-(1,4-oxazepan-4-yl)pyrido[4,3-d]pyrimidin-7-yl)naphthalen-2-ol C(#C)C1=C2C(=CC(=CC2=CC=C1F)O)C1=C(C=2N=C(N=C(C2C=N1)N1CCOCCC1)OC[C@]12[C@H](N(C[C@H](C1)F)C)CCC2)F